CNC(CN1N=C(C=CC1=O)C1=NC=CC=C1)=O n-methyl-2-(6-oxo-3-(pyridin-2-yl)pyridazin-1(6H)-yl)acetamide